2-ethoxy-N-(2-methylpyridin-3-yl)-5-(4,4,5,5-tetramethyl-1,3,2-dioxaborolan-2-yl)pyrimidin-4-amine C(C)OC1=NC=C(C(=N1)NC=1C(=NC=CC1)C)B1OC(C(O1)(C)C)(C)C